3-(3-((2-(2-fluoro-5-((6-fluoro-4-methyl-1H-indol-5-yl)oxy)phenyl)-1H-imidazol-5-yl)(methoxy)methyl)phenyl)propanoic acid FC1=C(C=C(C=C1)OC=1C(=C2C=CNC2=CC1F)C)C=1NC(=CN1)C(C=1C=C(C=CC1)CCC(=O)O)OC